C(#N)CC=1C=C(C=CC1)C(C(=O)O)(COCC(CS(=O)(=O)CC(=O)OCC)(C)C)C 2-(3-(cyanomethyl)phenyl)-3-(3-((2-ethoxy-2-oxoethyl)sulfonyl)-2,2-dimethylpropoxy)-2-methylpropanoic acid